BrC1=CC=C(C(=O)C2=CC=C(C=C2)OC)C=C1 4-bromo-4'-methoxybenzophenone